C(C)OC(=O)C=1NC(C=CC1)=O 6-oxo-1,6-dihydropyridine-2-carboxylic acid ethyl ester